ethylene arginylaspartate N[C@@H](CCCNC(N)=N)C(=O)N[C@H]1CC(=O)OCCOC1=O